5,5-dimethyl-1-((2-(((1-methyl-1H-imidazol-2-yl)methyl)amino)pyridin-4-yl)methyl)-3-(4-(1-(trifluoromethyl)cyclopropyl)phenyl)imidazolidine-2,4-dione CC1(C(N(C(N1CC1=CC(=NC=C1)NCC=1N(C=CN1)C)=O)C1=CC=C(C=C1)C1(CC1)C(F)(F)F)=O)C